ClCC=1C=C(C=2C(C3=C(C=CC=C3C(C2C1)=O)O)=O)O 3-(chloromethyl)-1,8-dihydroxyanthracene-9,10-dione